3-vinylbenzyltrimethylammonium triflate [O-]S(=O)(=O)C(F)(F)F.C(=C)C=1C=C(C[N+](C)(C)C)C=CC1